dimethylbutane-1,2-diol CC(C(CC)O)(O)C